[N+](=O)([O-])CC(C1=C(NC2=CC=CC=C12)C1=CC=CC=C1)C=1OC=CC1B(O)O (2-(2-nitro-1-(2-phenyl-1H-indol-3-yl)ethyl)furan-3-yl)boronic acid